N-methyl-8-(1-((6-(pyrazolo[1,5-a]pyrimidin-6-yl)pyrimidin-4-yl)amino)propan-2-yl)quinoline-4-carbothioamide CNC(=S)C1=CC=NC2=C(C=CC=C12)C(CNC1=NC=NC(=C1)C=1C=NC=2N(C1)N=CC2)C